3-(tert-butylsulfanyl)-1-(4-chlorobenzyl)-2-(2-(3-ethyl-1,2,4-oxadiazol-5-yl)-2-methylpropyl)-1H-indol-5-ol C(C)(C)(C)SC1=C(N(C2=CC=C(C=C12)O)CC1=CC=C(C=C1)Cl)CC(C)(C)C1=NC(=NO1)CC